(R)-7-((6-((dimethyl-amino)methyl)-5-(2-(methoxymeth-yl)morpholino)pyridin-2-yl)amino)-4-(1-methyl-1H-pyrrolo[2,3-b]pyridin-4-yl)-2,3-dihydro-1H-pyrrolo[3,4-c]pyridin-1-one CN(C)CC1=C(C=CC(=N1)NC=1C2=C(C(=NC1)C1=C3C(=NC=C1)N(C=C3)C)CNC2=O)N2C[C@@H](OCC2)COC